CNCCOCCNC 2-methylaminoethyl ether